6-(((S)-2-isopropyl-4-methylpiperazin-1-yl)methyl)-2-(3-((R)-(4-methyl-4H-1,2,4-triazol-3-yl)(oxetan-3-yl)methyl)phenyl)-4-(trifluoromethyl)isoindolin-1-one C(C)(C)[C@@H]1N(CCN(C1)C)CC1=CC(=C2CN(C(C2=C1)=O)C1=CC(=CC=C1)[C@@H](C1COC1)C1=NN=CN1C)C(F)(F)F